C1(=CC=C(C2=CC=CC=C12)C(=O)[O-])C(=O)[O-].[Ce+3].C1(=CC=C(C2=CC=CC=C12)C(=O)[O-])C(=O)[O-].C1(=CC=C(C2=CC=CC=C12)C(=O)[O-])C(=O)[O-].[Ce+3] cerium 1,4-naphthalenedicarboxylate